3-bromo-6-hydroxy-2-(trideuteriomethyl)benzaldehyde BrC=1C(=C(C=O)C(=CC1)O)C([2H])([2H])[2H]